4-(5-(3-bromopropoxy)-4-fluoro-6-methoxybenzo[b]thiophen-2-yl)-2,2-dimethyl-4-oxobutanoic acid methyl ester COC(C(CC(=O)C1=CC2=C(S1)C=C(C(=C2F)OCCCBr)OC)(C)C)=O